FCCCCN(C(=O)OCC1=C(N=NN1C)C1=CC=C(C(=N1)C)C#CC1(CC1)CC(=O)O)C 2-(1-((6-(5-((((4-fluorobutyl)(methyl)carbamoyl)oxy)methyl)-1-methyl-1H-1,2,3-triazol-4-yl)-2-methylpyridin-3-yl)ethynyl)cyclopropyl)acetic acid